4-(1-((1R,5S)-3,8-diazabicyclo[3.2.1]octan-3-yl)-3-((1-(morpholinomethyl)cyclopropyl)methoxy)imidazo[1',2':1,6]pyrido[3,2-d]pyrimidin-6-yl)-5-ethynyl-6-fluoronaphthalen-2-ol [C@H]12CN(C[C@H](CC1)N2)C2=C1C(=NC(=N2)OCC2(CC2)CN2CCOCC2)C=C(C=2N1C=CN2)C2=CC(=CC1=CC=C(C(=C21)C#C)F)O